2-((2-(difluoromethylene)tetrahydro-1H-pyrrolizin-7a(5H)-yl)methoxy)-7-(8-ethyl-7-fluoro-3-(methoxymethoxy)naphthalen-1-yl)-5,6,7,8-tetrahydropyrido[3,4-d]pyrimidin-4-ol FC(=C1CC2(CCCN2C1)COC=1N=C(C2=C(N1)CN(CC2)C2=CC(=CC1=CC=C(C(=C21)CC)F)OCOC)O)F